5-Cyano-3-methyl-N-(3-(1-methyl-6-oxo-1,6-dihydropyridin-3-yl)-1H-indazol-5-yl)picolinamide C(#N)C=1C=C(C(=NC1)C(=O)NC=1C=C2C(=NNC2=CC1)C1=CN(C(C=C1)=O)C)C